(S)-2-((4-(6-((4-cyanotetrahydro-2H-pyran-4-yl)methoxy)pyridin-2-yl)piperazin-1-yl)methyl)-1-(oxetan-2-ylmethyl)-1H-benzo[d]imidazole-6-carboxylic acid C(#N)C1(CCOCC1)COC1=CC=CC(=N1)N1CCN(CC1)CC1=NC2=C(N1C[C@H]1OCC1)C=C(C=C2)C(=O)O